C(CC)S(=O)(=O)C1=CC=C(C=C1)B(O)O 4-(PROPYLSULFONYL)PHENYLBORONIC ACID